C([C@@H]1[C@@H]([C@@H]([C@H]([C@@H](O1)O[C@@H]2[C@H]([C@@H]([C@H](O[C@H]2OC[C@@H]3[C@H]([C@@H]([C@H]([C@@H](O3)O)O)O)O)CO)O)O)O)O)O)O The molecule is a trisaccharide consisting of a beta-D-galactopyranose residue and two beta-D-glucopyranose residues joined in sequence by (1->2) and (1->6) glycosidic bonds. It derives from a beta-D-Glcp-(1->6)-beta-D-Glcp.